(3aR,11aS)-6-fluoro-5-(2-iodoethyl)-10-methyl-1-(6-methyl-4-(trifluoromethyl)pyridin-2-yl)-1,3a,4,5,10,11a-hexahydro-2H-benzo[b]pyrrolo[2,3-f][1,4]diazocine-2,11(3H)-dione FC1=CC=CC2=C1N(C[C@@H]1[C@@H](C(N2C)=O)N(C(C1)=O)C1=NC(=CC(=C1)C(F)(F)F)C)CCI